C(CCCCCCCCCCCCCCC)(=O)N[C@@H](CCC(=O)O)C(=O)O N-palmitoyl-glutamic acid